N-(1H-imidazol-5-ylmethyl)-N-methyl-3-nitro-aniline N1C=NC=C1CN(C1=CC(=CC=C1)[N+](=O)[O-])C